C[C@@H]1N(C[C@H](N(C1)CCC1=CC=CC=C1)C)C1=CC(N(C=2C=CC(=NC12)C#N)C)=O 8-[(2s,5r)-2,5-dimethyl-4-(2-phenylethyl)piperazin-1-yl]-5-methyl-6-oxo-5,6-dihydro-1,5-naphthyridine-2-carbonitrile